OC(CC)N(C(C(=C)C)=O)C(CC)O N,N-Bis(1-hydroxypropyl)methacrylamide